N-e-[2-(furan-2-yl)ethoxy]carbonyl-lysine O1C(=CC=C1)CCOC(=O)N[C@@H](CCCCN)C(=O)O